CNC(CCNC1=NC(=NC(=C1)C)NC(=O)NC1=CC2=CC=CC=C2C=C1)=O N-methyl-3-((6-methyl-2-(3-(naphthalen-2-yl)ureido)pyrimidin-4-yl)amino)propionamide